ClC1=NC(=NC(=N1)Cl)N1CCOCC(C1)(O)C(F)F 4-(4,6-dichloro-1,3,5-triazin-2-yl)-6-(difluoromethyl)-1,4-oxazepan-6-ol